C1CCC12N(CCC2)CC(=O)N 2-(5-azaspiro[3.4]Oct-5-yl)acetamide